The molecule is the inorganic chloride salt of caesium; each caesium ion is coordinated by eight chlorine ions. It has a role as a phase-transfer catalyst and a vasoconstrictor agent. It is an inorganic chloride and a caesium molecular entity. [Cl-].[Cs+]